ClC1=C(C=CC=C1OC(F)F)C(C(=O)O)(F)F 2-[2-chloro-3-(difluoromethoxy)phenyl]-2,2-difluoro-acetic acid